(4,4-difluoropiperidin-1-yl)(1-(4-(5-morpholino-4H-1,2,4-triazol-3-yl)phenyl)-1H-pyrrolo[2,3-b]pyridine-5-yl)methanone zinc naphthoate C1(=CC=CC2=CC=CC=C12)C(=O)[O-].[Zn+2].FC1(CCN(CC1)C(=O)C=1C=C2C(=NC1)N(C=C2)C2=CC=C(C=C2)C2=NN=C(N2)N2CCOCC2)F.C2(=CC=CC1=CC=CC=C21)C(=O)[O-]